N1-(3-bromophenyl)-5-chloro-2-methylbenzene-1,3-diamine BrC=1C=C(C=CC1)NC1=C(C(=CC(=C1)Cl)N)C